N4-(4-(5-(2-((tert-Butyldiphenylsilyl)oxy)ethoxy)-1H-indol-1-yl)pyrimidin-2-yl)-N1-(2-(dimethylamino)ethyl)-5-methoxy-N1-methylbenzene-1,2,4-triamine [Si](C1=CC=CC=C1)(C1=CC=CC=C1)(C(C)(C)C)OCCOC=1C=C2C=CN(C2=CC1)C1=NC(=NC=C1)NC=1C=C(C(=CC1OC)N(C)CCN(C)C)N